bis(2-hydroxyethyl)aminobutyric acid OCCN(CCO)C(C(=O)O)CC